ClC1=CC(=C(C=C1)CN1C(C2=CC(=CC(=C2[C@]1(OCC1(CC1)CO)C1=CC=C(C=C1)Cl)F)C(C)(C)O)=O)SC (3R)-2-{[4-Chloro-2-(methylsulfanyl)phenyl]methyl}-3-(4-chlorophenyl)-4-fluoro-3-{[1-(hydroxymethyl)cyclopropyl]methoxy}-6-(2-hydroxypropan-2-yl)-2,3-dihydro-1H-isoindol-1-on